ClC1=C([C@@H](N)C(=O)O)C=CC=C1 |r| racemic-o-chlorophenylglycine